3,5-dichloro-N-(4-(N-(3-bromo-4-methylphenyl)sulfamoyl)phenyl)benzenesulfonamide ClC=1C=C(C=C(C1)Cl)S(=O)(=O)NC1=CC=C(C=C1)S(NC1=CC(=C(C=C1)C)Br)(=O)=O